ClC1=C(C=CC=C1)C(C1CC1)NC=1C(=NC(=NC1)C(=O)N[C@H](C)\C=C\S(=O)(=O)C)C 5-(((2-chlorophenyl)(cyclopropyl)methyl)amino)-4-methyl-N-((R,E)-4-(methylsulfonyl)but-3-en-2-yl)pyrimidine-2-carboxamide